CC(C(=O)[C@H]1C[C@@H]1[C@@H]([C@H]2CC=CC(=O)O2)OC(=O)C)OC(=O)/C=C\\C3=CC=C(C=C3)O The molecule is a pyranone that is a carboxylic ester of cis-4-coumaric acid. It is isolated from the whole plant of Hyptis brevipes and has been found to exhibit cytotoxicity against HT-29 and MCF-7 cancer cells. It has a role as a metabolite and an antineoplastic agent. It is an acetate ester, a member of cyclopropanes, a member of phenols and a member of 2-pyranones. It derives from a cis-4-coumaric acid.